2-(N-((4-amino-2-methylpyrimidin-5-yl)methyl)formamido)-5-(methylthio)pentan NC1=NC(=NC=C1CN(C=O)C(C)CCCSC)C